CN(C)C[C@H]1C(CCCC1)(O)C1=CC=C(C=C1)F (2S)-2-((dimethylamino)methyl)-1-(4-fluorophenyl)cyclohexane-1-ol